[1,1'-biphenyl]-4,4'-dithiol C1(=CC=C(C=C1)S)C1=CC=C(C=C1)S